β-pinene C12C(CCC(C1(C)C)C2)=C